COC(C1=CC(=CC=C1)CC#C[Si](C)(C)C)=O 3-(3-(trimethylsilyl)prop-2-yn-1-yl)benzoic acid methyl ester